imidazole Citrate C(CC(O)(C(=O)O)CC(=O)O)(=O)O.N1C=NC=C1